ClC1=CC=C(C=N1)CN1C=CC=C2C1=NC(N(C2=O)C2=CC=C(C#N)C=C2)=O 4-(8-((6-chloropyridin-3-yl)methyl)-2,4-dioxo-4,8-dihydropyrido[2,3-d]pyrimidin-3(2H)-yl)benzonitrile